10-amino-2,3,5,10-tetrahydrobenzo[d]pyrazolo[1,2-a][1,2]diazepine-11(1H)-one NC1C2=C(CN3N(C1=O)CCC3)C=CC=C2